OC(CCCCCCCCC(=O)O)CCCCCC 10-Hydroxy-hexadecanoic acid